4-((tert-butyldimethylsilyl)oxy)-2-methylbutan [Si](C)(C)(C(C)(C)C)OCCC(C)C